methyl (2R,4S)-4-[tert-butyl(dimethyl)silyl]oxypyrrolidine-2-carboxylate [Si](C)(C)(C(C)(C)C)O[C@H]1C[C@@H](NC1)C(=O)OC